tert-butyl 4-[2-[3-(2,4-dioxohexahydropyrimidin-1-yl)-1-methyl-indazol-6-yl]-ethynyl]piperidine-1-carboxylate O=C1N(CCC(N1)=O)C1=NN(C2=CC(=CC=C12)C#CC1CCN(CC1)C(=O)OC(C)(C)C)C